5-phenylindane C1(=CC=CC=C1)C=1C=C2CCCC2=CC1